COC(=O)C1CC=C(CC1)OS(=O)(=O)OC(F)(F)F 4-(((trifluoromethoxy)sulfonyl)oxy)cyclohex-3-ene-1-carboxylic acid methyl ester